N-[(2-amino-5-fluoroquinolin-7-yl)methyl]-N-(5-chloro-2-methanesulfonylphenyl)-2-methylpyrimidine-5-carboxamide NC1=NC2=CC(=CC(=C2C=C1)F)CN(C(=O)C=1C=NC(=NC1)C)C1=C(C=CC(=C1)Cl)S(=O)(=O)C